ClC(C1=CN=C(S1)NC(OC(C)(C)C)=O)([2H])[2H] tert-butyl (5-(chloromethyl-d2)thiazol-2-yl)carbamate